C(C)(C)(C)OC(=O)N1C[C@@H](N(CC1)CC1=CC(=C(C=C1)OC(F)(F)F)F)COCC=1N=NNC1 (R)-3-(((1H-1,2,3-triazol-4-yl)methoxy)methyl)-4-(3-fluoro-4-(trifluoromethoxy)benzyl)piperazine-1-carboxylic acid tert-butyl ester